C1(CCCCC1)NC=1C2=C(N=CC1C#CC1=CC=C(C=C1)C)NC=C2 N-cyclohexyl-5-(p-tolylethynyl)-1H-pyrrolo[2,3-b]pyridin-4-amine